C(C)(=O)C1=C(N(C(=C1)Cl)C1=CC=C(C#N)C=C1)C 4-(3-acetyl-5-chloro-2-methyl-1H-pyrrol-1-yl)benzonitrile